FC=1C=C(C=CC1)C1=CC(=CC=C1)[C@H](C(=O)N1CC2=C(N=C(NC2=O)C2(CC2)C2=CC=CC=C2)CC1)O (R)-6-(2-(3'-fluoro-[1,1'-biphenyl]-3-yl)-2-hydroxyacetyl)-2-(1-phenylcyclopropyl)-5,6,7,8-tetrahydropyrido[4,3-d]pyrimidin-4(3H)-one